CN1C[C@@H](CC1)N1C=NC=2C=NC=3C=CC(=CC3C21)C#N (3R)-1-methylpyrrolidin-3-yl-1H-imidazo[4,5-c]chinolin-8-carbonitril